ethyl (Z)-2-(2-methylbenzimidazol-1-yl)-3-[(4-methyl-5-oxo-2H-furan-2-yl)oxy]prop-2-enoate CC1=NC2=C(N1\C(\C(=O)OCC)=C/OC1OC(C(=C1)C)=O)C=CC=C2